5-Methyl-2-(5-morpholin-4-yl-3,4'-bipyridin-2'-yl)-N-[(3S)-tetrahydrofuran-3-yl]-1H-imidazol-4-carboxamid CC1=C(N=C(N1)C1=NC=CC(=C1)C=1C=NC=C(C1)N1CCOCC1)C(=O)N[C@@H]1COCC1